2,3-dihydroxyazobenzene borate B(O)(O)O.OC1=C(C=CC=C1O)N=NC1=CC=CC=C1